C(C)N1N=CC2=CC=C(C=C12)C1=CC(=NN1C=1C=CC=C2C=NN(C12)C)COC(C(=O)O)(C)C 2-([5-(1-Ethyl-1H-indazol-6-yl)-1-(1-methyl-1H-indazol-7-yl)-1H-pyrazol-3-yl]methoxy)-2-methylpropanoic acid